CN1C(N(C(C1)C(=O)N)C)=O 1,3-dimethyl-2-oxoimidazolidine-4-carboxamide